CN1C(C(=CC2=C1N=CN=C2N[C@H](C)C=2SC=C(C2)C2=C(C=CC=C2)CNC)O[C@@H]2COCC2)=O 8-methyl-4-(((R)-1-(4-(2-((methylamino)methyl)phenyl)thiophen-2-yl)ethyl)amino)-6-(((S)-Tetrahydrofuran-3-yl)oxy)pyrido[2,3-d]pyrimidin-7(8H)-one